lithium sulphur [S].[Li]